6-chloro-1-(oxan-4-yl)-3-(trifluoromethyl)pyrazolo[3,4-d]pyrimidine ClC1=NC=C2C(=N1)N(N=C2C(F)(F)F)C2CCOCC2